CN1N=CC(=C1)C=1SC=C(N1)C(=O)NC1=C(C=CC=C1)NCC(F)(F)F 2-(1-methyl-1H-pyrazol-4-yl)-N-(2-((2,2,2-trifluoroethyl)amino)phenyl)thiazole-4-carboxamide